methyl (S)-2-(3-aminopropyl)-5-(2-(4-(4-chlorophenyl)-2,3,9-trimethyl-6H-thieno[3,2-f][1,2,4]triazolo[4,3-a][1,4]diazepin-6-yl)acetamido)benzoate hydrochloride Cl.NCCCC1=C(C(=O)OC)C=C(C=C1)NC(C[C@H]1C=2N(C3=C(C(=N1)C1=CC=C(C=C1)Cl)C(=C(S3)C)C)C(=NN2)C)=O